BrC=1C=C(C(=CC1)NC(C)C)N 4-bromo-N-isopropyl-benzene-1,2-diamine